1-(4-isopropoxyphenyl)-2-((6-methylpyridin-2-yl)oxy)ethyl-6-(trifluoromethyl)isoindolin-1-one C(C)(C)OC1=CC=C(C=C1)C(COC1=NC(=CC=C1)C)N1C(C2=CC(=CC=C2C1)C(F)(F)F)=O